OC1=C2C(C(=C(OC2=C(C(=C1OC)OC)OC)C1=CC=CC=C1)OC)=O 5-hydroxy-tetramethoxyflavone